di-heptylamine C(CCCCCC)NCCCCCCC